The molecule is an epoxy(hydroxy)icosatrienoate that is the conjugate base of 8,9-epoxy-20-hydroxy-(5Z,11Z,14Z)-icosatrienoic acid arising from deprotonation of the carboxylic acid function; major species at pH 7.3. It is an omega-hydroxy fatty acid anion, a hydroxy fatty acid anion, a polyunsaturated fatty acid anion and an icosanoid anion. It derives from an 8,9-EET(1-). It is a conjugate base of an 8,9-epoxy-20-hydroxy-(5Z,11Z,14Z)-icosatrienoic acid. C(CC/C=C\\C/C=C\\CC1C(O1)C/C=C\\CCCC(=O)[O-])CCO